C1(=CC=CC=C1)C(C1=CC=CC=C1)C(=O)O hydroxy diphenyl-(methyl) ketone